C[C@@H]1CN(C[C@@H](O1)C)C(=O)C=1C2=C(N(N1)CC(=O)N1CCN(CC1)C1=C(C(=CC=C1)F)C)CCC2 2-{3-[(2R,6S)-2,6-dimethylmorpholine-4-carbonyl]-5,6-dihydrocyclopenta[c]pyrazol-1(4H)-yl}-1-[4-(3-fluoro-2-methylphenyl)piperazin-1-yl]ethan-1-one